1-(2-ethyl)-2-octyl-amino-benzotriazole CCN1N(NC2=C1C=CC=C2N)CCCCCCCC